2-(hexahydropyrrolo[3,4-C]pyrrol-2(1H)-yl)acetic acid methyl ester COC(CN1CC2CNCC2C1)=O